4-methylphenyl (pentyl) sulfide C(CCCC)SC1=CC=C(C=C1)C